(2R)-5,5-dimethyl-2-{5-methyl-2-[trans-4-(trifluoromethyl)cyclohexyl]pyrazolo[1,5-a]pyrimidin-7-yl}morpholine-4-carbaldehyde CC1(CO[C@H](CN1C=O)C1=CC(=NC=2N1N=C(C2)[C@@H]2CC[C@H](CC2)C(F)(F)F)C)C